2-oxo-2-(phenyl-d5)acetic acid O=C(C(=O)O)C1=C(C(=C(C(=C1[2H])[2H])[2H])[2H])[2H]